NCCCCCC(=O)N1[C@@H](CC(C1)O)CO N-(aminocaproyl)-4-hydroxyprolinol